(R)-2-(2-(2,5-Difluorophenyl)pyrrolidin-1-yl)-5-nitro-4-(3-(3-fluorobenzyl)ureido)pyridine FC1=C(C=C(C=C1)F)[C@@H]1N(CCC1)C1=NC=C(C(=C1)NC(=O)NCC1=CC(=CC=C1)F)[N+](=O)[O-]